tert-butyl 4-((((9H-fluoren-9-yl)methoxy)carbonyl)amino)-5-iodopentanoate C1=CC=CC=2C3=CC=CC=C3C(C12)COC(=O)NC(CCC(=O)OC(C)(C)C)CI